N-(4'-cyano-2'-(4-methyl-4H-1,2,4-triazol-3-yl)-[1,1'-biphenyl]-3-yl)-5-((isobutylamino)methyl)-2-oxo-1-(2,2,2-trifluoroethyl)-1,2-dihydropyridine-3-carboxamide C(#N)C1=CC(=C(C=C1)C1=CC(=CC=C1)NC(=O)C=1C(N(C=C(C1)CNCC(C)C)CC(F)(F)F)=O)C1=NN=CN1C